N1=C(C=CC=C1)CCCCCCCNC(CC)=O N-[7-(pyridin-2-yl)heptyl]propanamide